methyl 5-(2-(tert-butoxycarbonyl) cyclopropyl)-2-methoxybenzoate C(C)(C)(C)OC(=O)C1C(C1)C=1C=CC(=C(C(=O)OC)C1)OC